C(C)OC(=O)NNC1=CC(=C(C=C1)OC(F)F)C=1N=C(OC1)C 2-(4-(difluoromethoxy)-3-(2-methyloxazol-4-yl)phenyl)hydrazinocarboxylic acid ethyl ester